ClC=1C=C2C(CN(CC2=C(C1)Cl)C)C=1C=C(C=CC1)S(=O)(=O)NCCOCCOCCOCCNC(C1=CC=C(C(=O)NCCOCCOCCOCCNS(=O)(=O)C2=CC(=CC=C2)C2CN(CC3=C(C=C(C=C23)Cl)Cl)C)C=C1)=O N1,N4-bis(2-(2-(2-(2-(3-(6,8-dichloro-2-methyl-1,2,3,4-tetrahydroisoquinolin-4-yl)phenylsulfonamido)ethoxy)ethoxy)ethoxy)-ethyl)terephthalamide